FC1(C2CC(CC(C1)N2C(=O)OC(C)(C)C)O)F (±)-tert-butyl 6,6-difluoro-3-hydroxy-8-azabicyclo[3.2.1]octane-8-carboxylate